4-(4-((1R,5S)-3,8-Diazabicyclo[3.2.1]octan-3-yl)-8-fluoro-2-((tetrahydro-1H-pyrrolizin-7a(5H)-yl)methoxy)quinazolin-7-yl)-5-chloro-6-fluoronaphthalen-2-ol [C@H]12CN(C[C@H](CC1)N2)C2=NC(=NC1=C(C(=CC=C21)C2=CC(=CC1=CC=C(C(=C21)Cl)F)O)F)OCC21CCCN1CCC2